(R)-4-benzyl-3-butyryloxazolidin-2-one C(C1=CC=CC=C1)[C@H]1N(C(OC1)=O)C(CCC)=O